CC1=C(C(=O)N[C@H](C)C2CCNCC2)C=C(C=C1)[N+](=O)[O-] (R)-2-methyl-5-nitro-N-(1-(piperidin-4-yl)ethyl)benzamide